(S)-6-fluoro-2-methyl-7-(1-methyl-1H-pyrazol-5-yl)-3-oxo-3,4-dihydro-2H-benzo[b][1,4]oxazine-8-carbonitrile FC1=CC2=C(O[C@H](C(N2)=O)C)C(=C1C1=CC=NN1C)C#N